ClCC(=O)C1=CNC2=CC=C(C=C12)OCC1=CC2=CC=CC=C2C=C1 2-chloro-1-(5-(naphthalen-2-ylmethoxy)-1H-indol-3-yl)ethan-1-one